4,4-difluoro-3-methyl-piperidin FC1(C(CNCC1)C)F